3-(((S)-10-Hydroxy-7-((R)-5-oxo-2-phenylpiperazine-1-carbonyl)-7-azaspiro[4.5]decan-10-yl)methyl)-6-phenylpyrimidin-4(3H)-one O[C@]1(CCN(CC12CCCC2)C(=O)N2[C@@H](CNC(C2)=O)C2=CC=CC=C2)CN2C=NC(=CC2=O)C2=CC=CC=C2